((methyl-d3)sulfonyl)methane-d [1-cyano-1-methyl-4-oxo-4-(2-thioxothiazolidine-3-yl)butyl]benzenecarbodithioate C(#N)C(CCC(N1C(SCC1)=S)=O)(C)SC(=S)C1=CC=CC=C1.C(S(=O)(=O)C[2H])([2H])([2H])[2H]